OC1=C(C=C(C=C1C(C)(C)CC)C(C)(C)CC)N1N=C2C(=N1)C=CC(=C2)C(C)CC 2-(2'-hydroxy-3',5'-di-tert-pentylphenyl)-5-sec-butylbenzotriazole